C(=O)(O)CCNCCCC[C@H](N)C(=O)O N6-carboxyethyllysine